(S)-2-(4-((4-(((S)-2-(aminomethyl)pyrrolidin-1-yl)methyl)phenyl)ethynyl)phenyl)-3-hydroxypropyl-5-hydroxypyrimidin-4(3H)-one NC[C@H]1N(CCC1)CC1=CC=C(C=C1)C#CC1=CC=C(C=C1)[C@H](CC1=NC=C(C(N1)=O)O)CO